C1=NC=C(C2=CC=CC=C12)N1C(N(C[C@@H]1C#N)C1CC2(C1)CCC2)=O (R)-3-(isoquinolin-4-yl)-2-oxo-1-(spiro[3.3]hept-2-yl)imidazoline-4-carbonitrile